C(C)OC(C[C@H](N1C(C2=C(C=C(C=C2C1=O)[C@](CC)(C1CCOCC1)O)F)(O)C1=CC=C(C=C1)Cl)C1=CC=C(C=C1)Cl)=O (3S)-3-(4-chlorophenyl)-3-(1-(4-chlorophenyl)-7-fluoro-1-hydroxy-5-((S)-1-hydroxy-1-(tetrahydro-2H-pyran-4-yl)propyl)-3-oxoisoindolin-2-yl)propanoic acid ethyl ester